Cl.FC1=CC(=C(C=C1)C1CCNCC1)C(F)(F)F 4-(4-fluoro-2-(trifluoromethyl)phenyl)piperidine hydrochloride